N1CC[Se]CC1 selenomorpholine